7-Methoxy-4-((3-Methoxy-5-(1H-pyrazol-1-yl)phenyl)amino)quinoline-6-carboxamide COC1=C(C=C2C(=CC=NC2=C1)NC1=CC(=CC(=C1)N1N=CC=C1)OC)C(=O)N